(2R)-2-(5-fluoro-2-methoxypyridin-4-yl)-1-{(2S)-7-methyl-6-[6-(trifluoromethyl)pyridin-2-yl]-3,4-dihydro-1H-spiro[1,8-naphthyridine-2,3'-pyrrolidin]-1'-yl}propan-1-one FC=1C(=CC(=NC1)OC)[C@H](C(=O)N1C[C@]2(CC1)NC1=NC(=C(C=C1CC2)C2=NC(=CC=C2)C(F)(F)F)C)C